C(=C\C1=CC=CC=C1)/C1C(C1)(C(=O)OC)C(=O)[O-] methyl 2-(E)-styrylcyclopropane-1,1-dicarboxylate